BrC1=CN=C(C(=N1)C(=O)O)N1CCC2(CC1)OC1=C([C@H]2NC(=O)OC(C)(C)C)C=CC=C1 (R)-6-bromo-3-(3-((tert-butoxycarbonyl)amino)-3H-spiro[benzofuran-2,4'-piperidin]-1'-yl)pyrazine-2-carboxylic acid